methyl 3-(4-fluorophenyl)-3-oxopropionate FC1=CC=C(C=C1)C(CC(=O)OC)=O